(S)-5-((5-(6-(3,5-difluorophenyl)-5,6-dihydrocyclopenta[c]pyrazol-2(4H)-yl)pyridin-3-yl)ethynyl)pyrimidin-2-amine FC=1C=C(C=C(C1)F)[C@@H]1CCC=2C1=NN(C2)C=2C=C(C=NC2)C#CC=2C=NC(=NC2)N